C(C)(=O)[C@]1([C@]([C@@]([C@]([C@@](O)(O1)Br)(O)C(C)=O)(O)C(C)=O)(O)C(C)=O)CO tetraacetyl-bromo-α-D-glucose